N-(3,5-difluoro-4-((6-methoxy-7-(3-(methylamino)propoxy)quinolin-4-yl)oxy)phenyl)-2-fluoro-4-methoxypyridine-3-carboxamide FC=1C=C(C=C(C1OC1=CC=NC2=CC(=C(C=C12)OC)OCCCNC)F)NC(=O)C=1C(=NC=CC1OC)F